tert-Butyl (1-(2-((2-(1-(cyclopropylsulfonyl)-1H-pyrazol-4-yl)pyrimidin-4-yl)amino)-5-((1-methyl-1H-pyrazol-4-yl)ethynyl)pyridin-4-yl)piperidin-4-yl)carbamate C1(CC1)S(=O)(=O)N1N=CC(=C1)C1=NC=CC(=N1)NC1=NC=C(C(=C1)N1CCC(CC1)NC(OC(C)(C)C)=O)C#CC=1C=NN(C1)C